FC1(CN(C1)CC=1N(C=2C(=NC=C(C2)N2C=CC=3N=CN=C(C32)OC)N1)CC1=CC(=CC(=C1)F)F)F 2-((3,3-difluoroazetidin-1-yl)methyl)-1-(3,5-difluorobenzyl)-6-(4-methoxy-5H-pyrrolo[3,2-d]pyrimidin-5-yl)-1H-imidazo[4,5-b]pyridine